FC1=C(C=CC=C1OC)C#CC1=NNC2=NC(=C(N=C21)CF)N2CCC1([C@@H]([C@@H](OC1)C)N)CC2 (3S,4S)-8-(3-((2-fluoro-3-methoxyphenyl)ethynyl)-5-(fluoromethyl)-1H-pyrazolo[3,4-b]pyrazin-6-yl)-3-methyl-2-oxa-8-azaspiro[4.5]decan-4-amine